FC(OC1=C(C=CC=N1)C1=CC(=CC=C1)OC)F 6-(Difluoromethoxy)-5-(3-methoxyphenyl)pyridin